1-benzyl-4-(2,5-dichloropyridin-4-yl)piperidine-4-carboxamide C(C1=CC=CC=C1)N1CCC(CC1)(C(=O)N)C1=CC(=NC=C1Cl)Cl